C(C)(=O)C1=NC2=CC=CC=C2C1(C)C 2-acetyl-3,3-dimethylindole